NCCN1C(C(CC1=O)SC(CCC(=O)N([C@@H](C)C(=O)[O-])C)(C)C)=O N-(4-((1-(2-aminoethyl)-2,5-dioxopyrrolidin-3-yl)thio)-4-methylpentanoyl)-N-methyl-L-alaninate